((1S)-1-((((1S)-3-cyclopropylamino-2-hydroxy-3-oxo-1-(phenylethyl)propyl)amino)carbonyl)-3-methylbutyl)carbamic acid (3S)-tetrahydrofuran-3-yl ester O1C[C@H](CC1)OC(N[C@@H](CC(C)C)C(=O)N[C@H](C(C(=O)NC1CC1)O)CCC1=CC=CC=C1)=O